C(CCCC)OCOCCCC(CC(CC(CC(CC(CC(C)I)C)C)C)C)C 14-iodo-4,6,8,10,12-pentamethylpentadecyl pentoxymethyl ether